tert-butyl (2R,4S)-4-(benzyloxy)-2-((4-fluoro-3-(((R)-1-hydroxypropan-2-yl)oxy)-2-(methoxycarbonyl)-5-methylphenoxy)methyl)pyrrolidine-1-carboxylate C(C1=CC=CC=C1)O[C@H]1C[C@@H](N(C1)C(=O)OC(C)(C)C)COC1=C(C(=C(C(=C1)C)F)O[C@@H](CO)C)C(=O)OC